FC1=CC=C(C=C1)C(CC(=O)C1=CC=CC=C1)=O 1-p-fluorophenyl-3-phenyl-1,3-propanedione